tert-butyl (3S,5R)-4-(2-phenylpropan-2-yl)-3,5-divinylpiperazine-1-carboxylate C1(=CC=CC=C1)C(C)(C)N1[C@H](CN(C[C@H]1C=C)C(=O)OC(C)(C)C)C=C